C(C)(=O)N1C[C@@H](CC1)COC1=NN=C(S1)NC(=O)C=1C=NC(=CC1C1=CC(=NC=C1OC)Cl)C (R)-N-(5-((1-acetylpyrrolidin-3-yl)methoxy)-1,3,4-thiadiazol-2-yl)-2'-chloro-5'-methoxy-6-methyl-(4,4'-bipyridine)-3-carboxamide